2-diphenylphosphino-2',6'-bis(N,N-dimethylamino)biphenyl (2-Chlorotrityl)(R)-4-(((S)-1-aminopropan-2-yl)(methyl)amino)-3-benzyl-4-oxobutanoate ClC1=C(C(C2=CC=CC=C2)(C2=CC=CC=C2)OC(C[C@H](C(=O)N(C)[C@H](CN)C)CC2=CC=CC=C2)=O)C=CC=C1.C1(=CC=CC=C1)P(C1=C(C=CC=C1)C1=C(C=CC=C1N(C)C)N(C)C)C1=CC=CC=C1